CN(CCN(C1=C(C=C(C(=C1)OC(C)C)NC1=NC=NC(=N1)N1CC(C2=NC(=CC=C21)C)(C)C)[N+](=O)[O-])C)C N1-(2-(dimethylamino)ethyl)-5-isopropoxy-N1-methyl-2-nitro-N4-(4-(3,3,5-trimethyl-2,3-dihydro-1H-pyrrolo[3,2-b]pyridin-1-yl)-1,3,5-triazin-2-yl)benzene-1,4-diamine